nitrophthalate zinc salt [Zn+2].[N+](=O)([O-])C1=C(C(C(=O)[O-])=CC=C1)C(=O)[O-]